C[Si](C1C(=CC2=C(C=CC=C12)C1=CC(=CC(=C1)C(C)(C)C)C(C)(C)C)C)(C1C(=CC2=C(C=CC=C12)C1=CC(=CC(=C1)C(C)(C)C)C(C)(C)C)C)C dimethyl-bis(2-methyl-4-(3,5-di-t-butylphenyl)indenyl)silane